C(CCCC)NC1=NC2=NC(=CC=C2C=C1)N N2-pentyl-1,8-naphthyridine-2,7-diamine